N[C@@H](C(=O)OCC1=CC=CC=C1)C(CCNC(=O)OC(C)(C)C)(C)C benzyl (2R)-2-amino-5-(tert-butoxycarbonylamino)-3,3-dimethyl-pentanoate